FC1=C(C=C(C=C1)OC=1C(=C2C=CNC2=CC1F)C)C=1NC(=NN1)CC=1C=C(C=CC1)N1CC(C1)C(=O)O (3-((5-(2-fluoro-5-((6-fluoro-4-methyl-1H-indol-5-yl)oxy)phenyl)-4H-1,2,4-triazol-3-yl)methyl)phenyl)azetidine-3-carboxylic acid